C(CCCCCCC)N.[N] nitrogen (octylamine)